1-(indan-5-yl)-[1]benzopyrano[3,4-d]imidazol-4(1H)-one C1CCC2=CC(=CC=C12)N1C=NC2=C1C1=C(OC2=O)C=CC=C1